Cl.FC(C1CCC(CC1)N)(F)F (1s,4s)-4-(trifluoromethyl)cyclohexane-1-amine hydrochloride